sodium phenothiazin-10-yl-propylsulfonate C1=CC=CC=2SC3=CC=CC=C3N(C12)CCCS(=O)(=O)[O-].[Na+]